(R)-6-(cyclopropanecarboxamido)-4-((4-(methoxymethyl)-2,5-dimethyl-4,5-dihydro-2H-[1,2,3]triazolo[4,5-c][1,7]naphthyridin-6-yl)amino)-N-(methyl-d3)pyridazine-3-carboxamide C1(CC1)C(=O)NC1=CC(=C(N=N1)C(=O)NC([2H])([2H])[2H])NC1=NC=CC=2C=3C([C@@H](N(C12)C)COC)=NN(N3)C